4-(5-Chloropyrazin-2-yl)morpholine ClC=1N=CC(=NC1)N1CCOCC1